Methyl benzyl-L-serinate C(C1=CC=CC=C1)N[C@@H](CO)C(=O)OC